C(C1=CC=CC=C1)OC1=C(C=C(CN2C(N(C3=CC=C(C=C3C2=O)OC(CF)CF)C2CCN(CC2)C=O)=O)C=C1)OC 4-{3-[4-(benzyloxy)-3-methoxybenzyl]-6-[2-fluoro-1-(fluoromethyl)ethoxy]-2,4-dioxo-3,4-dihydroquinazolin-1(2H)-yl}piperidine-1-carbaldehyde